Pentamethylcyclopentadienyl-(1-neopentyl-3,6,7,8-tetrahydro-as-indacenyl)hafnium CC1=C(C(=C(C1([Hf]C1=C(C2=C3CCCC3=CC=C2C1)CC(C)(C)C)C)C)C)C